BrC=1N=CC(=NC1)NC(C)=O N-(5-bromopyrazin-2-yl)acetamide